[2,5-bis(prop-1-en-2-yl)thiophen-3-yl]carbamic acid tert-butyl ester C(C)(C)(C)OC(NC1=C(SC(=C1)C(=C)C)C(=C)C)=O